CC1=C([C-]=NN=N1)C dimethyltriazainide